BrCC1=CC(=CC=C1)CBr α,α'-dibromo-m-xylene